C12COCC(CC1)N2C2=CC=C(C=O)C=C2 4-{3-oxa-8-azabicyclo[3.2.1]octan-8-yl}benzaldehyde